chlorocyanotriazine ethyl-2-(4,4-difluoro-3-methylpiperidin-1-yl)-8-fluoroquinoline-3-carboxylate C(C)OC(=O)C=1C(=NC2=C(C=CC=C2C1)F)N1CC(C(CC1)(F)F)C.ClC=1C(=NN=NC1)C#N